FC(C(=O)O)(F)F.N1C[C@@H](CC1)NS(=O)(=O)CCCCCCCCCCCCCC (R)-N-(pyrrolidin-3-yl)tetradecane-1-sulfonamide trifluoroacetate salt